COC1=CC=C(C=C1)CN1N=CC(=C1)CC(=O)N1[C@H]2CC(C[C@@H]1CC2)NC=2C=C1C=CNC(C1=CC2)=O 6-{[(1R,3R,5S)-8-(2-{1-[(4-methoxyphenyl)methyl]-1H-pyrazol-4-yl}acetyl)-8-azabicyclo[3.2.1]octan-3-yl]amino}-1,2-dihydroisoquinolin-1-one